S(=O)(=O)(OCCCO)[O-] hydroxypropyl sulfoate